(S)-10-((5-chloro-2-((3R,5S)-3,5-dimethylpiperidin-1-yl)pyrimidin-4-yl)amino)-2,7-dimethyl-2,3-dihydro-[1,4]oxazepino[6,5-c]quinoline-5,6(1H,7H)-dione ClC=1C(=NC(=NC1)N1C[C@@H](C[C@@H](C1)C)C)NC1=CC=2C3=C(C(N(C2C=C1)C)=O)C(OC[C@@H](N3)C)=O